FC1(C(CNC1)NC1=NC(=CC=C1)C1=CN=C2N1N=C(C=C2)C=2C=NN1C2C=CC=C1)F N-(4,4-difluoropyrrolidin-3-yl)-6-(6-(pyrazolo[1,5-a]pyridin-3-yl)imidazo[1,2-b]pyridazin-3-yl)pyridin-2-amine